monopalmitic acid amide C(CCCCCCCCCCCCCCC)(=O)N